CN([C@@H](C(=O)NC1(CC1)C)C)C=1C2=C(N=C(N1)C1=NC=CC=C1)CCC2 (2R)-2-{methyl[2-(pyridin-2-yl)-5H,6H,7H-cyclopenta[d]pyrimidin-4-yl]amino}-N-(1-methylcyclopropyl)propanamide